tert-butyl N-[(3R)-7-(5-bromo-1,3,4-oxadiazol-2-yl)-4-oxo-3,5-dihydro-2H-1,5-benzothiazepin-3-yl]carbamate BrC1=NN=C(O1)C=1C=CC2=C(NC([C@H](CS2)NC(OC(C)(C)C)=O)=O)C1